C(C1=CC=CC=C1)OCC1=NN(C(N1CC)=O)C1=NC=2C(=CN(C(C2C=C1F)=O)C1=C(C=CC=C1)OC)Br (3-((benzyloxy)methyl)-4-ethyl-5-oxo-4,5-dihydro-1H-1,2,4-triazol-1-yl)-8-bromo-3-fluoro-6-(2-methoxyphenyl)-1,6-naphthyridin-5(6H)-one